thiobis(6-t-butyl-m-cresol) S(C1=C(C=CC(=C1O)C(C)(C)C)C)C1=C(C=CC(=C1O)C(C)(C)C)C